2-((2,2-dimethyltetrahydro-2H-pyran-4-yl)amino)ethyl-1H-pyrazole-3-carboxylic acid CC1(OCCC(C1)NCCN1N=C(C=C1)C(=O)O)C